O=C1NC(CCC1N1C(C2=CC(=CC(=C2C1)OCC=1N=NN(C1)CCCCNC([O-])=O)OS(=O)(=O)F)=O)=O [4-[4-[[2-(2,6-dioxo-3-piperidyl)-6-fluorosulfonyloxy-1-oxo-isoindolin-4-yl]oxymethyl]triazol-1-yl]butyl]carbamate